(S)-5,6-dimethoxy-N-(3-(1-((1-methyl-1H-pyrazolo[3,4-b]pyrazin-6-yl)amino)ethyl)phenyl)nicotinamide COC=1C(=NC=C(C(=O)NC2=CC(=CC=C2)[C@H](C)NC2=CN=C3C(=N2)N(N=C3)C)C1)OC